tert-butyl (S)-3-((5-((1-methoxy-5,5-dimethyl-1-oxohexan-2-yl)carbamoyl)pyridin-2-yl)oxy)benzoate COC([C@H](CCC(C)(C)C)NC(=O)C=1C=CC(=NC1)OC=1C=C(C(=O)OC(C)(C)C)C=CC1)=O